tert-butyl 3-(2-methoxy-2-oxoethyl)-1-(tetrahydro-2H-pyran-2-yl)-1,4,6,7-tetrahydro-5H-pyrazolo[4,3-c]pyridine-5-carboxylate COC(CC1=NN(C2=C1CN(CC2)C(=O)OC(C)(C)C)C2OCCCC2)=O